3-(5-(4-((5-chloro-3,4-dihydro-2,6-naphthyridin-2(1H)-yl)methyl)-3-fluoropyridin-2-yl)-1-oxoisoindolin-2-yl)piperidine-2,6-dione ClC1=C2CCN(CC2=CC=N1)CC1=C(C(=NC=C1)C=1C=C2CN(C(C2=CC1)=O)C1C(NC(CC1)=O)=O)F